ClC1=C(C=CC=C1NC=1C=NC(=CC1)CC)[C@@]1(CC(N(C(N1)=N)C1CCOCC1)=O)C (6S)-6-{2-Chloro-3-[(6-ethyl-pyridin-3-yl)amino]phenyl}-2-imino-6-methyl-3-(tetrahydro-pyran-4-yl)hexahydropyrimidin-4-one